2-((3-([1,1'-biphenyl]-4-carbonyl)benzofuran-2-yl)methyl)-2-bromomalonic acid diethyl ester C(C)OC(C(C(=O)OCC)(Br)CC=1OC2=C(C1C(=O)C1=CC=C(C=C1)C1=CC=CC=C1)C=CC=C2)=O